ClC=1C=C(C=CC1C(=O)N1CCN(CC1)C(=O)C1CCNCC1)NC(=O)C=1N(C(=CN1)C=1C(=NN(C1)C=1C=NN(C1)CCOC)C(F)(F)F)C N-[3-Chloro-4-[4-(Piperidine-4-Carbonyl)Piperazine-1-Carbonyl]Phenyl]-5-[1-[1-(2-Methoxyethyl)Pyrazol-4-yl]-3-(Trifluoromethyl)Pyrazol-4-yl]-1-Methyl-Imidazole-2-Carboxamide